COC=1C(=NC=C(C1)C)C(=O)C1=C(C(=O)OC)C=CC=C1 Methyl 2-(3-methoxy-5-methylpyridinoyl)benzoate